N-(4-((4-(3-(3-(tert-butyl)-1-phenyl-1H-pyrazol-5-yl)ureido)naphthalen-1-yl)oxy)pyridin-2-yl)acetamide C(C)(C)(C)C1=NN(C(=C1)NC(NC1=CC=C(C2=CC=CC=C12)OC1=CC(=NC=C1)NC(C)=O)=O)C1=CC=CC=C1